2,4,6-Tris(3',5'-di-tert-butyl-4'-hydroxybenzyl)Mesitylen C(C)(C)(C)C=1C=C(CC2=C(C(=C(C(=C2C)CC2=CC(=C(C(=C2)C(C)(C)C)O)C(C)(C)C)C)CC2=CC(=C(C(=C2)C(C)(C)C)O)C(C)(C)C)C)C=C(C1O)C(C)(C)C